5-((4-chlorobenzyl)oxy)-2-(4-(trifluoromethyl)pyridin-2-yl)phenol ClC1=CC=C(COC=2C=CC(=C(C2)O)C2=NC=CC(=C2)C(F)(F)F)C=C1